N[C@H]1CS(C2=C(N(C1=O)CC1=CC=C(C=C1)C=1OC=C(N1)C(F)(F)F)C=C(C=C2)C=2OC(=NN2)C(C)(C)C)(=O)=O (3R)-3-amino-7-(5-tert-butyl-1,3,4-oxadiazol-2-yl)-1,1-dioxo-5-[[4-[4-(trifluoromethyl)oxazol-2-yl]phenyl]methyl]-2,3-dihydro-1λ6,5-benzothiazepine-4-One